3'-fluoro-5'-methoxy-2',6-dimethyl-N-(5-(((R)-tetrahydrofuran-3-yl)methoxy)-1,3,4-thiadiazol-2-yl)-(4,4'-bipyridine)-3-carboxamide FC=1C(=NC=C(C1C1=C(C=NC(=C1)C)C(=O)NC=1SC(=NN1)OC[C@H]1COCC1)OC)C